[4-[(tert-butyldiphenylsilyl)oxy]cyclohexyl]methanol [Si](C1=CC=CC=C1)(C1=CC=CC=C1)(C(C)(C)C)OC1CCC(CC1)CO